C12CCCC(NC1=O)C2 6-azabicyclo[3.2.1]octan-7-one